4-(R)-1-naphthylmethyl-L-proline C1(=CC=CC2=CC=CC=C12)C[C@@H]1C[C@H](NC1)C(=O)O